NC=1N=C(C2=C(N1)C=CN(C2=O)C)NC(C=O)(CCCC)C 2-((2-Amino-6-methyl-5-oxo-5,6-dihydropyrido[4,3-d]pyrimidin-4-yl)amino)-2-methylhexanal